4-(tert-butoxy)-1-butyne C(C)(C)(C)OCCC#C